ClC=1C=CC(=C(C1)C1=CC(N(C=C1OC)[C@H](C(=O)NC1=CC2=CN(N=C2C=C1)C(F)F)CC)=O)N1N=NC(=C1)Cl (2S)-2-{4-[5-chloro-2-(4-chloro-1H-1,2,3-triazol-1-yl)phenyl]-5-methoxy-2-oxopyridin-1(2H)-yl}-N-[2-(difluoromethyl)-2H-indazol-5-yl]butanamide